NC=1OC2=C(C=NC=C2N2C[C@@H](OC[C@@H]2C)C(=O)N2[C@H](C3=C(C=C(C=C3CC2)Cl)Cl)C)N1 ((2R,5S)-4-(2-aminooxazolo[4,5-c]pyridin-7-yl)-5-methylmorpholin-2-yl)((S)-6,8-dichloro-1-methyl-3,4-dihydroisoquinolin-2(1H)-yl)methanone